3-(aminomethyl)-1-(5-(4-fluoro-2-methoxyphenyl)imidazo[2,1-b][1,3,4]thiadiazol-2-yl)piperidin-3-ol NCC1(CN(CCC1)C1=NN2C(S1)=NC=C2C2=C(C=C(C=C2)F)OC)O